4-(3-Hydroxypropyl)phenol OCCCC1=CC=C(C=C1)O